3-chloro-4-((6,7-dimethoxy-1,5-naphthyridin-4-yl)oxy)aniline ClC=1C=C(N)C=CC1OC1=CC=NC2=CC(=C(N=C12)OC)OC